(2-pyridyl)oxazolidin-2-one N1=C(C=CC=C1)N1C(OCC1)=O